N-((3S,10R,13S)-10,13-dimethyl-17-(pyridin-3-yl)-2,3,4,7,8,9,10,11,12,13,14,15-dodecahydro-1H-cyclopenta[a]phenanthren-3-yl)pyrazine-4-carboxamide C[C@]12C3CC[C@@]4(C(=CCC4C3CC=C2C[C@H](CC1)NC(=O)N1CC=NC=C1)C=1C=NC=CC1)C